3-(Benzyloxymethyl)cyclobutanone oxime C(C1=CC=CC=C1)OCC1CC(C1)=NO